NC=1C=C(C(=NC1)C(F)(F)F)C1=C2CCN(C(C2=CC(=C1)CCN(C)CCO)=O)[C@@H](C)C1=NC=C(C#N)C(=C1)OCC (S)-6-(1-(5-(5-amino-2-(trifluoromethyl)pyridin-3-yl)-7-(2-((2-hydroxyethyl)(methyl)amino)ethyl)-1-oxo-3,4-dihydroisoquinolin-2(1H)-yl)ethyl)-4-ethoxynicotinonitrile